7-amino-5-imino-1H-quinoline-2,8-dione NC1=CC(C=2C=CC(NC2C1=O)=O)=N